C(C)(C)(C)OC(=O)N1C(CCCC1)C(C)(O)C=1C=C2C(N(C(C2=C(C1)F)(O)C1=CC=C(C=C1)Cl)CC1=C(C=C(C=C1)Cl)Br)=O [1-[2-[(2-bromo-4-chloro-phenyl)methyl]-1-(4-chlorophenyl)-7-fluoro-1-hydroxy-3-oxo-isoindolin-5-yl]-1-hydroxy-ethyl]piperidine-1-carboxylic acid tert-butyl ester